C(C)(=O)N1C[C@@H](CCC1)N(C(=O)NCC=1NC2=CC(=CC=C2C1)OCC1=NOC(=C1)C)C (R)-1-(1-acetylpiperidin-3-yl)-1-methyl-3-((6-((5-methylisoxazol-3-yl)methoxy)-1H-indol-2-yl)methyl)urea